(15R)-5-{[2-chloro-5-(ethoxymethyl)pyrimidin-4-yl]amino}-15-methyl-11-thia-3,6,14,17-tetraazatetracyclo[8.8.0.02,7.012,18]octadeca-1(10),2(7),3,5,8,12(18)-hexaen-13-one ClC1=NC=C(C(=N1)NC=1C=NC=2C=3C=4NC[C@H](NC(C4SC3C=CC2N1)=O)C)COCC